(6-isobutyl-4-methylpyridin-3-yl)-4-oxo-4,5-dihydro-3H-1-thia-3,5,8-triazaacenaphthylene-2-carboxamide C(C(C)C)C1=CC(=C(C=N1)N1C2=C(SC=3N=CC=C(NC1=O)C32)C(=O)N)C